ClC1=C2C=C(C=NC2=NC(=C1)O)N1CC(N(CC1)C(=O)OC(C)(C)C)C tert-butyl 4-(5-chloro-7-hydroxy-1,8-naphthyridin-3-yl)-2-methylpiperazine-1-carboxylate